N[C@H](CC(C(=O)O)(C)C)CC1=CC(=C(C=C1)OCC1=CC=CC=C1)[N+](=O)[O-] (S)-4-Amino-5-(4-(benzyloxy)-3-nitrophenyl)-2,2-dimethylpentanoic acid